C(C)(C)C1=C(C(=CC=C1)C(C)C)C1=NC(=CC(=C1[2H])[2H])CP(C(C)C)C(C)C 2-(2,6-diisopropylphenyl)-6-(diisopropylphosphinomethyl)pyridine-d2